C(CC=C)N1C(C2=CC=CC=C2C1=O)=O 2-but-3-enylisoindoline-1,3-dione